N[C@@H]1C[C@H](CCC1)NC=1C=2N(N=CC1/C(=N/C1=C(C=C(C=C1)O)Cl)/N)C=C(C2)C=2C=NC(=CC2)OC (Z)-4-[[trans-3-aminocyclohexyl]amino]-N'-(2-chloro-4-hydroxy-phenyl)-6-(6-methoxy-3-pyridyl)pyrrolo[1,2-b]pyridazine-3-carboxamidine